2-((benzo[b]thiophen-7-ylthio)methyl)-3,4-difluorobenzoic acid S1C2=C(C=C1)C=CC=C2SCC2=C(C(=O)O)C=CC(=C2F)F